(R)-3-(3-((5-(2-methoxypyrimidin-4-yl)-1H-pyrrolo[2,3-b]pyridin-4-yl)amino)piperidin-1-yl)-3-oxopropanenitrile COC1=NC=CC(=N1)C=1C(=C2C(=NC1)NC=C2)N[C@H]2CN(CCC2)C(CC#N)=O